ClC=1C(=NC=CC1)C=1C(=NNC1)C(=O)N mono(3-chloro-2-pyridinyl)pyrazole-3-carboxamide